para-hydroxyphenyl sulfone OC1=CC=C(C=C1)S(=O)(=O)C1=CC=C(C=C1)O